OCC(CC)O hydroxymethyl-propanol